3,5-dinitro-1,2,4-triazole sodium salt [Na].[N+](=O)([O-])C1=NNC(=N1)[N+](=O)[O-]